methyl 4-(2-(3-hydroxy-3-methylbutyl)-5-(3-sulfamoylbenzamido)-2H-indazol-6-yl)benzoate OC(CCN1N=C2C=C(C(=CC2=C1)NC(C1=CC(=CC=C1)S(N)(=O)=O)=O)C1=CC=C(C(=O)OC)C=C1)(C)C